6-(2-(5-Cyclopropyl-3-(2,6-dichlorophenyl)isoxazol-4-yl)-7-azaspiro[3.5]non-1-en-7-yl)-1-((2-(trimethylsilyl)ethoxy)methyl)-1H-indol C1(CC1)C1=C(C(=NO1)C1=C(C=CC=C1Cl)Cl)C1=CC2(C1)CCN(CC2)C2=CC=C1C=CN(C1=C2)COCC[Si](C)(C)C